N[C@H]1CS(C2=C(N(C1=O)CC1=CC=C(C=C1)Cl)C=C(C(=C2)F)C=2OC(=NN2)NC(CC(F)(F)F)C)(=O)=O (3R)-3-amino-5-[(4-chlorophenyl)methyl]-8-fluoro-1,1-dioxo-7-[5-[(3,3,3-trifluoro-1-methyl-propyl)amino]-1,3,4-oxadiazol-2-yl]-2,3-dihydro-1lambda6,5-benzothiazepin-4-one